ClC=1C=CC(=C(C1)N1CC(N(CC1=O)C(C(=O)NC=1C=NC(=CC1)C(F)F)CC1=CC=CC=C1)=O)N1N=NN=C1 2-(4-(5-chloro-2-(1H-tetrazol-1-yl)phenyl)-2,5-dioxopiperazin-1-yl)-N-(6-(difluoromethyl)pyridin-3-yl)-3-phenylpropanamide